5-methoxy-N1,N1-dimethyl-2-nitrobenzene-1,4-diamine COC=1C(=CC(=C(C1)N(C)C)[N+](=O)[O-])N